(R,Z)-3-((4-(2-chloroacetamido)-3,5-dimethyl-1H-pyrrol-2-yl)methylene)-2-oxo-N-(1-(pyridin-4-yl)ethyl)indoline-5-carboxamide ClCC(=O)NC=1C(=C(NC1C)\C=C\1/C(NC2=CC=C(C=C12)C(=O)N[C@H](C)C1=CC=NC=C1)=O)C